2-(2,5-difluoro-4-nitrophenoxy)acetonitrile FC1=C(OCC#N)C=C(C(=C1)[N+](=O)[O-])F